O=C1N(C=CC=C1NC(OC(C)(C)C)=O)C1CCOCC1 tert-butyl (2-oxo-1-(tetrahydro-2H-pyran-4-yl)-1,2-dihydropyridin-3-yl)carbamate